BrC1=CC=C(N(C2=CC=CC=C2)C)C=C1 4-bromo-N-methyl-N-phenyl-aniline